N1=CC=CC2=CC=CC(=C12)[Al](C=1C=CC=C2C=CC=NC12)C=1C=CC=C2C=CC=NC12 tris(8-quinolyl)-aluminum(III)